BrC1=C2CCCN(C2=CC(=C1C=O)O)C 5-bromo-7-hydroxy-1-methyl-1,2,3,4-tetrahydroquinoline-6-carbaldehyde